methyl 3-([4-[(tert-butoxycarbonyl)amino]-1-methylimidazol-2-yl]formamido)propanoate C(C)(C)(C)OC(=O)NC=1N=C(N(C1)C)C(=O)NCCC(=O)OC